C(#N)C=1C=CC2=CN(N=C2C1OC1CN(C1)CC(=O)OCC)CC1=C2C=CN(C2=C(C=C1C)C)S(=O)(=O)C1=CC=C(C)C=C1 ethyl 2-(3-((6-cyano-2-((5,7-dimethyl-1-tosyl-1H-indol-4-yl)methyl)-2H-indazol-7-yl)oxy)-azetidin-1-yl)acetate